(2-fluoro-4-nitrophenyl)Boric acid FC1=C(C=CC(=C1)[N+](=O)[O-])OB(O)O